C(#N)C(C)(C)C=1C=C(C(=O)NC(C)C2=NC=CN=C2C2=NC=C(C=N2)OC(F)F)C=C(C1)C(F)(F)F 3-(1-cyano-1-methyl-ethyl)-N-[1-[3-[5-(difluoromethoxy)pyrimidin-2-yl]pyrazin-2-yl]ethyl]-5-(trifluoromethyl)benzamide